NC=1C=C(C=C2C=C(N=CC12)NC(=O)[C@H]1[C@@H](C1)F)C=1C=NC=CC1OC |r| (±)-trans-N-[8-amino-6-(4-methoxy-3-pyridyl)-3-isoquinolinyl]-2-fluoro-cyclopropanecarboxamide